2-methyleneindole C=C1N=C2C=CC=CC2=C1